5-bromo-4-fluoro-2-((2-nitrovinyl)amino)benzoic acid BrC=1C(=CC(=C(C(=O)O)C1)NC=C[N+](=O)[O-])F